diazodiazinylpyridine [N+](=[N-])=C1C(N=CC=C1)C=1N=NC=CC1